C(C)OC(=O)C1=NC=2C=C3C(=CC2C=C1N)OC(O3)(C3=CC=CC=C3)C 7-amino-2-methyl-2-phenyl-[1,3]dioxolo[4,5-g]quinoline-6-carboxylic acid ethyl ester